FC1(OC2=C(O1)C=C1[C@H]([C@@H]3[C@H]([C@@H](C1=C2)C2=CC(=C(C(=C2)OC)OC)OC)C(OC3)=O)F)F (5R,5aS,8aR,9S)-2,2,9-trifluoro-5-(3,4,5-trimethoxyphenyl)-5,8,8a,9-tetrahydrofuro[3',4':6,7]naphtho[2,3-d][1,3]dioxol-6(5aH)-one